COC1=CC(=C(C=N1)NC(=S)N)C 1-(6-methoxy-4-methylpyridin-3-yl)thiourea